3-[2-[bis(2-methylpropyl)amino]-5-(1-cyanocyclopentyl)phenyl]-1-(2,4-difluorophenyl)urea CC(CN(C1=C(C=C(C=C1)C1(CCCC1)C#N)NC(NC1=C(C=C(C=C1)F)F)=O)CC(C)C)C